3-[2-[4-methoxy-2-(trifluoromethyl)phenyl]ethyl]azetidine-1-carboxylic acid tert-butyl ester C(C)(C)(C)OC(=O)N1CC(C1)CCC1=C(C=C(C=C1)OC)C(F)(F)F